C1(CCC1)CNCC=1NC2=CC(=CC=C2C1)CNC(=O)C=1N=C(C=2N(C1)N=CC2)NC N-((2-(((cyclobutylmethyl)amino)methyl)-1H-indol-6-yl)methyl)-4-(methylamino)pyrazolo[1,5-a]pyrazine-6-carboxamide